CNC(=O)C1=CSC=2C1=NC(=CC2C(F)(F)F)N2CC1(CN(C1)C(=O)OC(CC#N)C)C2 1-cyanoprop-2-yl 6-(3-(methylcarbamoyl)-7-(trifluoromethyl) thieno[3,2-b]pyridin-5-yl)-2,6-diazaspiro[3.3]heptane-2-carboxylate